(R)-(1,3-Dimethyl-azetidin-3-yl)-(4-isopropyl-phenyl)-[5-(3-piperidin-4-yl-[1,2,4]oxadiazol-5-yl)-pyridin-3-yl]-methanol CN1CC(C1)(C)[C@@](O)(C=1C=NC=C(C1)C1=NC(=NO1)C1CCNCC1)C1=CC=C(C=C1)C(C)C